4-oxo-pyrido[1,2-a]Pyrimidine-2-carboxylic acid O=C1C=C(N=C2N1C=CC=C2)C(=O)O